(5-(2,6-Dimethoxyphenyl)-6-(6-ethoxypyridin-2-yl)-5H-imidazo[4,5-c]pyridazin-3-yl)methanesulfonamide sodium lauroylmethyl-β-alaninate C(CCCCCCCCCCC)(=O)N(CCC(=O)[O-])C.[Na+].COC1=C(C(=CC=C1)OC)N1C(=NC=2N=NC(=CC21)CS(=O)(=O)N)C2=NC(=CC=C2)OCC